N-(3-carbamimidoyl-4-chlorobenzyl)-3,3,3-trifluoro-2,2-dimethylpropionamide hydrochloride Cl.C(N)(=N)C=1C=C(CNC(C(C(F)(F)F)(C)C)=O)C=CC1Cl